1-((1,3-dioxoisoindolin-2-yl)methyl)-7-fluoro-3,4-dihydroisoquinoline-2(1H)-carboxylate O=C1N(C(C2=CC=CC=C12)=O)CC1N(CCC2=CC=C(C=C12)F)C(=O)[O-]